FC=1C=C(C=C(C1C(C)(C)OCCO)F)C=1NC(C2=C(N1)CCSC2)=O 2-(3,5-difluoro-4-(2-(2-hydroxyethoxy)propan-2-yl)phenyl)-3,5,7,8-tetrahydro-4H-thiopyrano[4,3-d]pyrimidin-4-one